1-amino-8-methoxy-4-bromoanthraquinone-2-sulfonic acid NC1=C(C=C(C=2C(C3=CC=CC(=C3C(C12)=O)OC)=O)Br)S(=O)(=O)O